3,5-dimethyltoluene-2,6-diamine CC1=C(C(C)=C(C(=C1)C)N)N